3-(2,5-difluorophenoxy)azetidine FC1=C(OC2CNC2)C=C(C=C1)F